2-Aminopropionic acid 7-[4-(4-benzo[b]thiophen-4-ylpiperazin-1-yl)butoxy]-2-oxo-3,4-dihydro-2H-quinolin-1-ylmethyl ester S1C2=C(C=C1)C(=CC=C2)N2CCN(CC2)CCCCOC2=CC=C1CCC(N(C1=C2)COC(C(C)N)=O)=O